tert-butyl 4-(4-bromopyridin-2-yl)-5-oxo-1,4-diazacycloheptane-1-carboxylate BrC1=CC(=NC=C1)N1CCN(CCC1=O)C(=O)OC(C)(C)C